O1C2=C(OCC1)C(=CC=C2)CN2CC(NCC2)C2=C(C=CC=C2)C(C)C 1-((2,3-dihydrobenzo[b][1,4]dioxin-5-yl)methyl)-3-(2-isopropylphenyl)piperazine